2-chloro-4-(8-(4-(4-((1-(2-(2,6-dioxopiperidin-3-yl)-1,3-dioxoisoindolin-5-yl)-3-fluoroazetidin-3-yl)methyl)piperazine-1-carbonyl)phenyl)-2,8-diazaspiro[4.5]decan-2-yl)benzonitrile ClC1=C(C#N)C=CC(=C1)N1CC2(CC1)CCN(CC2)C2=CC=C(C=C2)C(=O)N2CCN(CC2)CC2(CN(C2)C=2C=C1C(N(C(C1=CC2)=O)C2C(NC(CC2)=O)=O)=O)F